CN1N=NC2=C1C(=CC(=C2C)C(CC(=O)OCC)C=2C=C(C1=C(C=CS1)C2)CO)OC(F)(F)F ethyl 3-[1,4-dimethyl-7-(trifluoromethoxy)-1H-benzotriazol-5-yl]-3-[7-(hydroxymethyl)-1-benzothiophene-5-yl]propanoate